4-(azocan-1-yl)-8-fluoro-7-(8-fluoronaphthalen-1-yl)-2-((hexahydro-1H-pyrrolizin-7a-yl)methoxy)pyrido[4,3-d]pyrimidine N1(CCCCCCC1)C=1C2=C(N=C(N1)OCC13CCCN3CCC1)C(=C(N=C2)C2=CC=CC1=CC=CC(=C21)F)F